OC1=C(C(=CC(=C1)C(F)(F)F)C)C1=CC=C2C(=N1)N=C(O2)N2CC(C2)O 1-[5-[2-Hydroxy-6-methyl-4-(trifluoromethyl)phenyl]oxazolo[4,5-b]pyridin-2-yl]azetidin-3-ol